ClC1=CC(=C(C(=O)NCCCO)C=C1)NC(=O)NC1=CC(=CC(=C1)Br)Br 4-chloro-2-[3-(3,5-dibromophenyl)ureido]-N-(3-hydroxy-propyl)benzamide